4-[(1R,3R)-3-[4-[2-(2,6-dioxopiperidin-3-yl)-1,3-dioxoisoindol-4-yl]piperidin-1-yl]cyclobutoxy]piperidine-1-carboxylic acid tert-butyl ester C(C)(C)(C)OC(=O)N1CCC(CC1)OC1CC(C1)N1CCC(CC1)C1=C2C(N(C(C2=CC=C1)=O)[C@H]1C(NC(CC1)=O)=O)=O